cyclohexyl-diphenyl-phosphorus oxide C1(CCCCC1)P(C1=CC=CC=C1)(C1=CC=CC=C1)=O